(1r,3r)-3-[4-amino-5-(4-phenoxyphenyl)-7H-pyrrolo[2,3-d]pyrimidin-7-yl]cyclobutan-1-ol NC=1C2=C(N=CN1)N(C=C2C2=CC=C(C=C2)OC2=CC=CC=C2)C2CC(C2)O